5-(2-aminopyrimidin-4-yl)-N-cyclopentyl-4-methylthiazol-2-amine NC1=NC=CC(=N1)C1=C(N=C(S1)NC1CCCC1)C